[Br-].C1(CCCCC1)C(CC1=CCN(C=C1)C)C1=C(C=CC(=C1)C)O 4-(2-cyclohexyl-2-(2-hydroxy-5-methylphenyl)ethyl)-1-methylpyridine bromide